CC1=NN2C(N(C([C@H](CC2)NC(=O)C2=CC3=C(C=N2)COC3(CC(F)(F)F)C)=O)C)=C1 N-((S)-2,4-dimethyl-5-oxo-5,6,7,8-tetrahydro-4H-pyrazolo[1,5-a][1,3]diazepin-6-yl)-1-methyl-1-(2,2,2-trifluoroethyl)-1,3-dihydrofuro[3,4-c]pyridine-6-carboxamide